(3ar,5s,6r,6ar)-6-bromo-5-(3-(5-fluoropyrimidin-2-yl)benzyl)-2-oxohexahydro-2H-cyclopenta[d]Oxazole-5-carboxylic acid methyl ester COC(=O)[C@]1([C@H]([C@H]2[C@H](NC(O2)=O)C1)Br)CC1=CC(=CC=C1)C1=NC=C(C=N1)F